2-(4-(4-(Aminomethyl)-1-carbonyl-1,2-dihydro-phthalazin-6-yl)-1-methyl-1H-pyrazol-5-yl)-6-cyclopropoxy-3-fluoro-4-((1-methylpyrrolidin-3-yl)ethynyl)benzonitrile NCC1=NNC(C2=CC=C(C=C12)C=1C=NN(C1C1=C(C#N)C(=CC(=C1F)C#CC1CN(CC1)C)OC1CC1)C)=C=O